Ethyl 6-(3-cyclopropyl-4-methylphenyl)-4-oxo-4,5-dihydropyrazolo[1,5-a]pyrazine-2-carboxylate C1(CC1)C=1C=C(C=CC1C)C=1NC(C=2N(C1)N=C(C2)C(=O)OCC)=O